2-(4-(2-(imidazo[1,2-a]pyrimidin-3-yl)-3-isopropyl-1H-indol-5-yl)piperidin-1-yl)-N,N-dimethylacetamide N=1C=C(N2C1N=CC=C2)C=2NC1=CC=C(C=C1C2C(C)C)C2CCN(CC2)CC(=O)N(C)C